3-methoxy-6-methyl-8-(4-methylnaphthalen-1-yl)cinnoline methyl-methacrylate COC(C(=C)C)=O.COC=1N=NC2=C(C=C(C=C2C1)C)C1=CC=C(C2=CC=CC=C12)C